3,3'-dichloro-4,4'-dihydroxybiphenyl ClC=1C=C(C=CC1O)C1=CC(=C(C=C1)O)Cl